C[C@@]12CC[C@@H](CC2O1)C(=C)C (1S,4S)-1-methyl-4-(prop-1-en-2-yl)-7-oxabicyclo[4.1.0]heptane